FC=1C=CC(=C2C=C(N(C12)CCNC1=CC(=NC=N1)C1=CC=C2C(NNC2=C1)=O)C)OC 6-{6-[2-(7-Fluoro-4-methoxy-2-methyl-indol-1-yl)-ethylamino]-pyrimidin-4-yl}-1,2-dihydro-indazol-3-on